(3,5-di-tert-butyl-4-hydroxyphenyl)propanoic acid n-octadecyl ester C(CCCCCCCCCCCCCCCCC)OC(C(C)C1=CC(=C(C(=C1)C(C)(C)C)O)C(C)(C)C)=O